N1(N=CN=C1)CCNC=1C=CC(=NC1C1=CC=CC=C1)NCC1=CC=CC=C1 N5-(2-(1H-1,2,4-triazol-1-yl)ethyl)-N2-benzyl-6-phenylpyridine-2,5-diamine